2-Thioxo-3-(2-((2R,4S)-4-(trifluoromethyl)piperidin-2-yl)benzyl)-1,2,3,7-tetrahydro-6H-purin-6-one S=C1NC(C=2NC=NC2N1CC1=C(C=CC=C1)[C@@H]1NCC[C@@H](C1)C(F)(F)F)=O